((1S)-4-fluoro-1'-(3-iodo-1-(tetrahydro-2H-pyran-2-yl)-1H-pyrazolo[3,4-b]pyrazin-6-yl)-1,3-dihydrospiro[inden-2,4'-piperidin]-1-yl)carbamic acid tert-butyl ester C(C)(C)(C)OC(N[C@@H]1C2=CC=CC(=C2CC12CCN(CC2)C2=CN=C1C(=N2)N(N=C1I)C1OCCCC1)F)=O